C(#N)C=1C=C(C=CC1)C=1N=C(SC1C1=CC(=NC(=C1)C)C)NC(=O)N1CCC2(CCCC(N2)=O)CC1 N-[4-(3-Cyanophenyl)-5-(2,6-dimethyl-4-pyridyl)thiazol-2-yl]-2-oxo-1,9-diazaspiro[5.5]undecan-9-carboxamid